OC1C2C(C2CCC1)C(=O)N 2-hydroxybicyclo[4.1.0]heptane-7-carboxamide